C(C)(C)(C)OC(C([C@H](O)[C@]1(OC(OCC1)(C)C)C#C)([2H])[2H])=O (3S)-2,2-dideutero-3-[(4R)-4-ethynyl-2,2-dimethyl-1,3-dioxan-4-yl]-3-hydroxy-propionic acid tert-butyl ester